6-(4-(3-chloro-4-fluorophenyl)-1-(oxetan-3-yl)-1H-imidazol-5-yl)imidazo[1,2-a]pyridine-3-carbonitrile ClC=1C=C(C=CC1F)C=1N=CN(C1C=1C=CC=2N(C1)C(=CN2)C#N)C2COC2